4-((2'S,3S,4'R,5'R)-1-(4-(1H-tetrazol-5-yl)benzyl)-5-chloro-4'-(4-Chlorophenyl)-2'-neopentylspiro[indoline-3,3'-pyrrolidine]-5'-carboxamido)-3-methoxybenzoic acid N1N=NN=C1C1=CC=C(CN2C[C@@]3([C@@H](N[C@H]([C@@H]3C3=CC=C(C=C3)Cl)C(=O)NC3=C(C=C(C(=O)O)C=C3)OC)CC(C)(C)C)C3=CC(=CC=C23)Cl)C=C1